C1(=CC=CC=C1)[N-]C=CCC(F)(F)F N-phenyl-N-(2,2,2-trifluoroethyl)vinylamide